NC1=C(C=C(C=C1)C1=CC(=C(C=C1)CC1=NC2=C(N1CCOC)C=C(C=C2)C(=O)O)F)OCC2=C(C=C(C=C2)C#N)F 2-((4'-amino-3'-((4-cyano-2-fluorobenzyl)oxy)-3-fluoro-[1,1'-biphenyl]-4-yl)methyl)-1-(2-methoxyethyl)-1H-benzo[d]Imidazole-6-carboxylic acid